C(#N)C1=CC(=C(C=C1)CCCC(=O)O)NC(=O)[C@@H]1C[C@]12CC(C1=CC=C(C=C21)C(NC)=O)(C)C 4-[4-cyano-2-({[(1S,2R)-3',3'-dimethyl-6'-(methylcarbamoyl)-2',3'-dihydrospiro[cyclopropane-1,1'-inden]-2-yl]carbonyl}amino)phenyl]butanoic acid